C(=C)C1(NC=NC(=N1)N)N 2-vinyl-2,4-diamino-sym-triazine